N-{4-[(3-amino-6-fluoro-4-{[(rac)-oxolan-2-yl]methoxy}pyridin-2-yl)ethynyl]pyridin-2-yl}acetamide NC=1C(=NC(=CC1OC[C@@H]1OCCC1)F)C#CC1=CC(=NC=C1)NC(C)=O |r|